(2-chloro-8-(trifluoromethyl)quinolin-4-yl)(morpholino)methanone ClC1=NC2=C(C=CC=C2C(=C1)C(=O)N1CCOCC1)C(F)(F)F